1-(2-nitrophenyl)isoquinoline [N+](=O)([O-])C1=C(C=CC=C1)C1=NC=CC2=CC=CC=C12